2-[({4-[(1S,4S,5R)-5-{[5-cyclopropyl-3-(2,6-dichlorophenyl)-1,2-oxazol-4-yl]methoxy}-2-azabicyclo[2.2.1]heptan-2-yl]phenyl}formamido) sulfonyl]ethyl 2-methylpropanoate CC(C(=O)OCCS(=O)(=O)NC(=O)C1=CC=C(C=C1)N1[C@@H]2C[C@H]([C@H](C1)C2)OCC=2C(=NOC2C2CC2)C2=C(C=CC=C2Cl)Cl)C